CN(C1CCC(CC1)NC1=C2C(=NC=C1)C(=C(S2)C#CC)CC(F)(F)F)C 3-(7-((4-(dimethylamino)cyclohexyl)amino)-3-(2,2,2-trifluoroethyl)thieno[3,2-b]pyridin-2-yl)prop-2-yn